4-{[5-benzyl-3-(1-methyl-1H-benzo[d][1,2,3]triazol-5-yl)-1H-pyrazol-1-yl]methyl}-N-hydroxybenzoamide C(C1=CC=CC=C1)C1=CC(=NN1CC1=CC=C(C(=O)NO)C=C1)C1=CC2=C(N(N=N2)C)C=C1